6-ISOPROPYL-2-METHYLBENZENEBORONIC ACID C(C)(C)C1=CC=CC(=C1B(O)O)C